C(O)(O)=O.[O-2].[Ca+2] calcium-oxide carbonate